C[C@H]1N(CCOC1)O (R)-3-methylmorpholinol